naphthalene-1,4,5,8-tetracarboxylic acid diimide C1(=CC=C(C=2C(=CC=C(C12)C(=O)O)C(=O)O)C(O)=N)C(O)=N